P(=O)([O-])([O-])[O-].[V+5].[Na+].[C+4] carbon sodium vanadium phosphate